(1R,2S,5R)-1-Amino-5-(2-boronoethyl)-2-((2-(methylamino)acetamido)methyl)cyclohexane-1-carboxylic acid dihydrochloride Cl.Cl.N[C@]1([C@@H](CC[C@H](C1)CCB(O)O)CNC(CNC)=O)C(=O)O